C(N)(=O)CC[SH+]CCC(N)=O bis-(2-carbamoylethyl)sulfonium